C(#N)[C@H]1N(CCC1)C(CN1C[C@H](CC1)C=1OC2=C(C1C(=O)N)C=C(C=C2)F)=O ((S)-1-(2-((S)-2-cyanopyrrolidin-1-yl)-2-oxoethyl)pyrrolidin-3-yl)5-fluorobenzofuran-3-carboxamide